ClC=1C=2C(C3=C(C(N(C3C3=CC(=C(C=C3)OC)OC)CCCN(C)C)=O)OC2C=CC1)=O 8-chloro-1-(3,4-dimethoxyphenyl)-2-(3-(dimethylamino)propyl)-1,2-dihydrochromeno[2,3-c]pyrrole-3,9-dione